(E)-2-(perfluorophenyl)ethane-1-sulfonyl fluoride FC1=C(C(=C(C(=C1F)F)F)F)CCS(=O)(=O)F